NC1=CC=C(C(=N1)C)CNC(CN1C(C(=NC=C1C1=CC=C(C=C1)C#N)NCCC1=CC=CC=C1)=O)=O N-((6-AMINO-2-METHYLPYRIDIN-3-YL)METHYL)-2-(6-(4-CYANOPHENYL)-2-OXO-3-(PHENETHYLAMINO)PYRAZIN-1(2H)-YL)ACETAMIDE